(S)-(1-(2-methoxyethyl)pyrrolidin-2-yl)methanol COCCN1[C@@H](CCC1)CO